(R)-3-(4-(4,4,5,5-tetramethyl-1,3,2-dioxaborolan-2-yl)-1H-pyrazol-1-yl)pyrrolidine-1-carboxylate CC1(OB(OC1(C)C)C=1C=NN(C1)[C@H]1CN(CC1)C(=O)[O-])C